tert-butyl 4-(6-(1-methyl-1H-pyrazol-4-yl) pyrazolo[1,5-a]pyridin-3-yl)-1,4-diazacycloheptane-1-carboxylate CN1N=CC(=C1)C=1C=CC=2N(C1)N=CC2N2CCN(CCC2)C(=O)OC(C)(C)C